2-(4-fluorophenylamino)acetonitrile hydrochloride Cl.FC1=CC=C(C=C1)NCC#N